ClC1=C(N(N=C1)C)CC#N 2-(4-chloro-2-methyl-pyrazol-3-yl)acetonitrile